hydroxymethylbenzophenone OCC1=C(C(=O)C2=CC=CC=C2)C=CC=C1